2,6-di-chlorobenzoyloxy-4-pyrone ClC1=C(C(=O)OC=2OC=CC(C2)=O)C(=CC=C1)Cl